(3-bromopropyl)methoxydimethylsilane BrCCC[Si](C)(C)OC